NC1=NC(=C2N=CN(C2=N1)[C@H]1CC[C@H](O1)CO)OC [(2S,5R)-5-(2-amino-6-methoxypurin-9-yl)oxolan-2-yl]methanol